3-(t-butoxycarbonylamino)phenylboronic acid C(C)(C)(C)OC(=O)NC=1C=C(C=CC1)B(O)O